methyl 5-[2-(1,3-dioxolan-2-yl)-3-[(4-methoxyphenyl)methoxy]phenoxy]-2-methylpyrazole-3-carboxylate O1C(OCC1)C1=C(OC=2C=C(N(N2)C)C(=O)OC)C=CC=C1OCC1=CC=C(C=C1)OC